1,3,4,5,6,6a,6b,7,8,8a,9,10,12a,14,14a,14b-hexadecahydropicene-4a(2H)-carboxamide C1CCCC2(CCC3C4CCC5CCC=CC5C4=CCC3C21)C(=O)N